3-((2-amino-4-(butylamino)-6-methylpyrimidin-5-yl)methyl)-4-methoxybenzenesulphonic acid NC1=NC(=C(C(=N1)NCCCC)CC=1C=C(C=CC1OC)S(=O)(=O)O)C